N-((2-(4'-Fluoro-2'-(4-methyl-4H-1,2,4-triazol-3-yl)-[1,1'-biphenyl]-3-yl)-7-methoxybenzo[d]oxazol-5-yl)methyl)cyclobutanamine FC1=CC(=C(C=C1)C1=CC(=CC=C1)C=1OC2=C(N1)C=C(C=C2OC)CNC2CCC2)C2=NN=CN2C